1-(3-oxo-3-(3,4,5-trimethyl-8,9-dihydropyrido[3',2':4,5]pyrrolo[1,2-a]pyrazin-7(6H)-yl)propoxy)propan O=C(CCOCCC)N1CC=2N(CC1)C1=C(C2C)C(=C(C=N1)C)C